(S)- or (R)-phenylethanamine C1(=CC=CC=C1)[C@H](C)N |o1:6|